1,3-dioxolane-2-one O1C(OCC1)=O